3,6-Di-hydroxyflavone OC1=C(OC2=CC=C(C=C2C1=O)O)C1=CC=CC=C1